4-((S)-5-Methyl-3-((R)-1,1,1-trifluoro-2-hydroxypropan-2-yl)-5,6-dihydroimidazo[1,5-a]pyrazolo[5,1-c]pyrazin-9-yl)bicyclo[2.2.2]octane-1-carboxamide C[C@H]1CN2C(C=3N1C(=NC3)[C@@](C(F)(F)F)(C)O)=CC(=N2)C23CCC(CC2)(CC3)C(=O)N